ethyl 7-(1-(tert-butoxycarbonyl) azetidin-3-yl)-1-(cyclopropylmethyl)-1H-indole-2-carboxylate C(C)(C)(C)OC(=O)N1CC(C1)C=1C=CC=C2C=C(N(C12)CC1CC1)C(=O)OCC